BrC1CN(C(N(C1)CC1=C(C=CC(=C1)F)OC)=O)C1=CC(=C(C=C1)OC)OCCCCC 5-bromo-1-(5-fluoro-2-methoxybenzyl)-3-(4-methoxy-3-(pentyloxy)phenyl)tetrahydropyrimidin-2(1H)-one